epsilon-enantholactone C1(CCCCC(C)O1)=O